Lithium 2,5,6-tricyanobenzimidazolide C(#N)C=1[N-]C2=C(N1)C=C(C(=C2)C#N)C#N.[Li+]